rac-3-butyl-7-formyl-2-methyl-1,1-dioxido-5-phenyl-2,3,4,5-tetrahydrobenzo[f][1,2,5]thiadiazepin-8-yl trifluoromethanesulfonate FC(S(=O)(=O)OC1=CC2=C(N(C[C@H](N(S2(=O)=O)C)CCCC)C2=CC=CC=C2)C=C1C=O)(F)F |r|